CN1CC(C1)(C)[C@@](C=1C=C(C=NC1)C1=NOC(=N1)CN1C(NCC1)=O)(C1=CC=C(C=C1)C(C)C)O 1-(3-{5-[(R)-(1,3-Dimethyl-azetidin-3-yl)-hydroxy-(4-isopropyl-phenyl)-methyl]-pyridin-3-yl}-[1,2,4]oxadiazol-5-ylmethyl)-imidazolidin-2-one